CC=C(C(=O)N)C=1C=NN(C1)C methyl-2-(1-methyl-1H-pyrazol-4-yl)propenamide